N1C(=NC2=C1C=CC=C2)NC(CC(=O)N(C)CC(=O)OC)C2=CC(=CC=C2)C(F)(F)F (-)-Methyl 2-{3-[(1H-1,3-benzodiazol-2-yl)amino]-N-methyl-3-[3-(trifluoromethyl)phenyl]propanamido}acetate